(3-(2-chloro-5-fluoropyrimidin-4-yl)phenyl)-5-methylpyridin-2(1H)-one ClC1=NC=C(C(=N1)C=1C=C(C=CC1)N1C(C=CC(=C1)C)=O)F